N1NC(C2C1=C1C=CC(C2)O1)C(=O)N hexahydro-5,8-epoxycyclohepta[c]pyrazole-3-carboxamide